ClC1=CC=C(C=C1)[C@@]1(N(C(C2=CC(=CC(=C12)F)C(C)(C)O)=O)CC1=CC=C(C#N)C=C1)OC([2H])([2H])C1(CC1)C([2H])([2H])O 4-{[(1R)-1-(4-chlorophenyl)-7-fluoro-1-((1-[hydroxy(2H2)methyl]cyclopropyl)(2H2)methoxy)-5-(2-hydroxypropan-2-yl)-3-oxo-2,3-dihydro-1H-isoindol-2-yl]methyl}benzonitrile